FC(C(=O)O)(F)F.FC(C(=O)O)(F)F.C1(CC1)C1=C2C=CC(=CC2=CC=C1)O 5-cyclopropylnaphthalen-2-ol bistrifluoroacetate